6-(3-bromophenyl)-3,3,6-trimethyloctane-1,7-diol BrC=1C=C(C=CC1)C(CCC(CCO)(C)C)(C(C)O)C